FC(S(=O)(=O)N(CS(=O)(=O)C(F)(F)F)C1=CC=CC=C1)(F)F 1,1,1-trifluoro-N-phenyl-N-(trifluoromethanesulfonylmethyl)methanesulfonamide